(nitromethyl)oxetan-3-ol [N+](=O)([O-])CC1OCC1O